2-methyl-3-(4-methyl-1H-indol-3-yl)-1-(3,4,5-trimethoxyphenyl)prop-2-en-1-one Dimethyl-5-(trifluoromethyl)pyrazolo[1,5-a]pyridine-2,3-dicarboxylate COC(=O)C1=NN2C(C=C(C=C2)C(F)(F)F)=C1C(=O)OC.CC(C(=O)C1=CC(=C(C(=C1)OC)OC)OC)=CC1=CNC2=CC=CC(=C12)C